Di-tert-butyl ((5-(4-(2,2,2-trifluoroacetamido)butoxy)-1,3-phenylene)bis(methylene))bis((pyridin-2-ylmethyl)carbamate) FC(C(=O)NCCCCOC=1C=C(C=C(C1)CN(C(OC(C)(C)C)=O)CC1=NC=CC=C1)CN(C(OC(C)(C)C)=O)CC1=NC=CC=C1)(F)F